C(#N)C1(CCCC1)NC(=O)C1=CC2=C(C=N1)CN(C2)C2=NOC(C2)(C(F)(F)F)C2=CC(=C(C(=C2)Cl)F)Cl N-(1-cyanocyclopentyl)-2-(5-(3,5-dichloro-4-fluorophenyl)-5-(trifluoromethyl)-4,5-dihydroisoxazol-3-yl)-2,3-dihydro-1H-pyrrolo[3,4-c]pyridine-6-carboxamide